ClC=1C(=NC2=CC=CC=C2C1)NC1=CC=C(C=C1)OC(F)(F)Cl chloro-N-(4-(chlorodifluoromethoxy)phenyl)quinolin-2-amine